FC(C1CCN(CC1)CC(=O)NC=1N=CC2=CC=C(C=C2C1)C1=CN=CS1)F 2-(4-(difluoromethyl)piperidin-1-yl)-N-(6-(thiazol-5-yl)isoquinolin-3-yl)acetamide